C(C)(C)(C)OC(CCC(=O)N1CC(CCC1)CCOC1=CC(=C(C=C1)C)CN)=O 4-(3-(2-(3-(Aminomethyl)-4-methylphenoxy)ethyl)piperidin-1-yl)-4-oxobutanoic acid tert-butyl ester